[Ca+2].C(N(CC(=O)[O-])CC(=O)[O-])CN(CC(=O)[O-])CC(=O)[O-].[Ca+2] edetate calcium salt